IC1=NNC2=CC(=C(C=C12)[N+](=O)[O-])C=O 3-iodo-5-nitro-1H-indazole-6-carbaldehyde